OC1=C2N(CCN(C2=CC=C1)C1=CC2=C(N=C(N=C2)NC2=CC=C(C=C2)N2CCN(CC2)C)N(C1=O)C)C(C=C)=O 6-(5-hydroxy-4-prop-2-enoyl-2,3-dihydroquinoxalin-1-yl)-8-methyl-2-[4-(4-methylpiperazin-1-yl)anilino]pyrido[2,3-d]pyrimidin-7-one